(2S)-3-(2-chlorophenyl)-2-[9H-fluoren-9-yl-methoxycarbonyl-(methyl)amino]propanoic acid ClC1=C(C=CC=C1)C[C@@H](C(=O)O)N(C)C(=O)OCC1C2=CC=CC=C2C=2C=CC=CC12